C(C)C1=C(C=C(C(=C1C)OCCC)CC)O 2,5-diethyl-3-methyl-4-propoxyphenol